CC(CC(=O)OCCCC)C butyl 3,3-dimethylpropionate